6-(3-((benzyloxy)methyl)-4-ethyl-5-oxo-4,5-dihydro-1H-1,2,4-triazol-1-yl)-2-(5-chloro-3-methyl-1H-pyrazol-4-yl)-7-fluoro-4-(prop-1-en-2-yl)isoquinolin-1(2H)-one C(C1=CC=CC=C1)OCC1=NN(C(N1CC)=O)C=1C=C2C(=CN(C(C2=CC1F)=O)C=1C(=NNC1Cl)C)C(=C)C